CC1CCC2=CC=3CCCC3C(=C12)NC(=O)N=S(=O)(N)C=1C=NN2C1OC[C@H](C2)NC (6S)-N'-((3-methyl-1,2,3,5,6,7-hexahydro-s-indacen-4-yl)carbamoyl)-6-(methylamino)-6,7-dihydro-5H-pyrazolo[5,1-b][1,3]oxazine-3-sulfonimidamide